6-fluoro-3-((3-fluorobenzyl)amino)-5-(1-(naphthalen-2-yl)ethyl)-4H-benzo[e][1,2,4]thiadiazine 1,1-dioxide FC=1C=CC2=C(NC(=NS2(=O)=O)NCC2=CC(=CC=C2)F)C1C(C)C1=CC2=CC=CC=C2C=C1